1,3-bis(hydrazinocarbonylethyl)-5-isopropylhydantoin N(N)C(=O)CCN1C(=O)N(C(=O)C1C(C)C)CCC(=O)NN